3-(biphenyl-3-ylamino)-4-[(4-chlorophenyl)amino]cyclobut-3-ene-1,2-dione C1(=CC(=CC=C1)NC=1C(C(C1NC1=CC=C(C=C1)Cl)=O)=O)C1=CC=CC=C1